N[C@H]1[C@@H]2[C@H](N([C@H]1COC1CCC(CC1)C1=CC(=CC=C1)F)C(=O)OC)CCC2 methyl (2R,3S,3aR,6aR)-3-amino-2-((((1s,4S)-4-(3-fluorophenyl)-cyclohexyl)-oxy)methyl)hexahydrocyclopenta[b]pyrrole-1(2H)-carboxylate